dodecyloxypropyl-amine C(CCCCCCCCCCC)OCCCN